BrC=1C=CC(=C(OCCN2CCCC2)C1)C=1OC2=C(C=CC(=C2C(C1)=O)C(F)(F)F)Cl (3S)-1-[2-[5-Bromo-2-[8-chloro-4-oxo-5-(trifluoromethyl)chromen-2-yl]phenoxy]ethyl]pyrrolidin